NC=1C=C2C(NC(C2=CC1)=O)O 5-amino-3-hydroxy-2,3-dihydro-1H-isoindol-1-one